(E)-6,8-difluoro-2-(methoxyimino)-2H-chromen-3-thioamide FC=1C=C2C=C(\C(\OC2=C(C1)F)=N/OC)C(N)=S